SC1=NC=2N(C(N(C(C2N1)=O)C)=O)C 8-mercapto-1,3-dimethyl-1H-purine-2,6(3H,7H)-dione